ClC=1C=C(C=CC1C)B(O)O 3-CHLORO-4-METHYLPHENYLBORONIC ACID